(S)-5-amino-N-(2-isobutyryl-7-(trifluoromethyl)-1,2,3,4-tetrahydroisoquinolin-4-yl)-N-methyl-6,8-dihydro-1H-furo[3,4-d]pyrrolo[3,2-b]pyridine-2-carboxamide NC1=C2C(=C3C(=N1)C=C(N3)C(=O)N(C)[C@@H]3CN(CC1=CC(=CC=C31)C(F)(F)F)C(C(C)C)=O)COC2